OCCOCC[N+](C)(C)C hydroxyethylcholine